BrC=1C(=C(C=CC1)N1C(C(C2=CC(=CC=C12)C1CCN(CC1)C(=O)OC(C)(C)C)(CC)CC)=O)C(N)=O tert-butyl 4-(1-(3-bromo-2-carbamoylphenyl)-3,3-diethyl-2-oxoindolin-5-yl)piperidine-1-carboxylate